(R)-tert-butyl 4-(3-(1-hydroxy-4-morpholinobutyl) phenylamino)-4-oxobutanoate O[C@H](CCCN1CCOCC1)C=1C=C(C=CC1)NC(CCC(=O)OC(C)(C)C)=O